C(#N)C1=CC=CC(=N1)[C@@H](CNC(CC1CCC(CC1)NC(OC(C)(C)C)=O)(C)C)O tert-Butyl ((1R,4r)-4-(2-(((R)-2-(6-cyanopyridin-2-yl)-2-hydroxyethyl)amino)-2-methylpropyl)cyclohexyl)carbamate